2-((1-(2-(5,7-dihydro-6H-pyrrolo[3,4-b]pyridin-6-yl)-3,6-dimethyl-4-oxo-3,4-dihydroquinazolin-8-yl)ethyl)amino)benzoic acid N1=C2C(=CC=C1)CN(C2)C2=NC1=C(C=C(C=C1C(N2C)=O)C)C(C)NC2=C(C(=O)O)C=CC=C2